CC1=C(C=C(C=C1)C)C1=CC2=C(N(C(N2C)=O)[C@H](CS(=O)(=O)C)C2=NC(=C(C=C2)OC)OCC)C=C1 (S)-5-(2,5-dimethylphenyl)-1-(1-(6-ethoxy-5-methoxypyridin-2-yl)-2-(methylsulfonyl)ethyl)-3-methyl-1H-benzo[d]imidazol-2(3H)-one